7-bromo-5-cyclopropoxybenzo[b]thiophene-2-carboxylic acid ethyl ester C(C)OC(=O)C1=CC2=C(S1)C(=CC(=C2)OC2CC2)Br